CC=1C=C2/C(/C(NC2=CC1C(=O)OC)=O)=C(\C1=CC=CC=C1)/NC1=CC=C(C=C1)C(NOCCN1CCN(CC1)C)=O (Z)-Methyl 5-methyl-3-(((4-((2-(4-methylpiperazin-1-yl)ethoxy)carbamoyl)phenyl)amino)(phenyl)methylene)-2-oxoindoline-6-carboxylate